5-bromo-1,4-dimethyl-imidazole BrC1=C(N=CN1C)C